OC/C=C/CNC1=C(C#N)C=CC=C1 (E)-2-((4-hydroxybut-2-en-1-yl)amino)benzonitrile